C(CCCC)(=O)OOC=1C=C2C(N(C(C2=CC1)=O)C1C(NC(CC1)=O)=O)C(C)(C)C tert-butyl-((2-(2,6-dioxopiperidin-3-yl)-1-oxoisoindolin-5-yl) oxy) valerate